BrC1=CC(=CC=2C=C(OC21)C(=O)O)Cl 7-bromo-5-chlorobenzofuran-2-carboxylic acid